C1=NC(=CC2=CC=CC=C12)O[C@@H]1CN(CC1)CC(=O)N1[C@@H](CCC1)C#N (S)-1-(2-((S)-3-(Isochinolin-3-yloxy)pyrrolidin-1-yl)acetyl)pyrrolidin-2-carbonitril